Azoether N1=NO1